2-phenyl-3,4-dihydroisoquinolin-1(2H)-one C1(=CC=CC=C1)N1C(C2=CC=CC=C2CC1)=O